(3S,4R)-1-tert-Butoxycarbonyl-4-(5-chloro-2-pyridinyl)piperidine-3-carboxylic acid C(C)(C)(C)OC(=O)N1C[C@H]([C@@H](CC1)C1=NC=C(C=C1)Cl)C(=O)O